propyl-tetrahydrophthalic acid C(CC)C1(C(=O)O)C(C(=O)O)CCC=C1